ClC(C(\C=C\N(CC)CC)=O)(Cl)Cl 1,1,1-trichloro-(E)-4-(N,N-diethylamino)butene-2-one